[SiH3]C(=C)O silanylethenol